5,5'-iminobis{1-[3-(triethoxysilyl)propyl]-1,2,3,4-tetrazole} N(C1=NN=NN1CCC[Si](OCC)(OCC)OCC)C1=NN=NN1CCC[Si](OCC)(OCC)OCC